C(C)OC1=NC=CC=C1C1=NC(=C(C=C1)N1[C@@H](CN(CC1)C(=O)OC1(CCCC1)CC)CC)C(N[C@H]1CN(CC1)C)=O 1-ethylcyclopentyl (3R)-4-(2'-ethoxy-6-{[(3R)-1-methylpyrrolidin-3-yl] carbamoyl}-[2,3'-bipyridyl]-5-yl)-3-ethylpiperazine-1-carboxylate